[Ni].[Fe].[Pt] platinum-iron-nickel